(1S,2R)-(+)-cis-1,2,3,6-tetrahydrophthalic acid 1-methyl ester COC([C@@H]1[C@H](C(=O)O)CC=CC1)=O